7-Chloro-1-(3,5-dimethoxyphenyl)-2-(3-(dimethylamino)propyl)-1,2-dihydrochromeno[2,3-c]pyrrole-3,9-dione ClC1=CC=2C(C3=C(C(N(C3C3=CC(=CC(=C3)OC)OC)CCCN(C)C)=O)OC2C=C1)=O